(1r,2S,3S,6r,7S)-4-[(2S)-2-amino-3-cyclopropyl-3-methylbutanoyl]-4-azatricyclo[5.2.1.0{2,6}]dec-8-en-3-carboxylic acid N[C@H](C(=O)N1[C@@H]([C@H]2[C@H]3C=C[C@@H]([C@H]2C1)C3)C(=O)O)C(C)(C)C3CC3